2-Methylpyrimidine-5-carboxylic acid [(2R)-3-(1-ethyl-8-oxo-spiro[6,7-dihydro-4H-pyrazolo[3,4-c]azepin-5,4'-tetrahydropyran]-3-yl)-2-methyl-propyl] ester C(C)N1N=C(C2=C1C(NCC1(CCOCC1)C2)=O)C[C@H](COC(=O)C=2C=NC(=NC2)C)C